N[C@@H]1CN(CCC1)C1=CC(=NC=C1C=1C=NN(C1)CC(F)(F)F)NC1=CC=C2C(=N1)N(N=C2C)CC (S)-N-(4-(3-Aminopiperidin-1-yl)-5-(1-(2,2,2-trifluoroethyl)-1H-pyrazol-4-yl)pyridin-2-yl)-1-ethyl-3-methyl-1H-pyrazolo[3,4-b]pyridin-6-amine